ClC=1C=CC(=C(C1)[C@@H](CC1=NC(=NC(=N1)N[C@@H](CO)CC(C)C)NS(=O)(=O)C)C)F N-(4-((R)-2-(5-chloro-2-fluorophenyl)propyl)-6-(((R)-1-hydroxy-4-methylpent-2-yl)amino)-1,3,5-triazin-2-yl)methanesulfonamide